OC1=CC=C2[C@@H]([C@@H](COC2=C1)C1=CC=CC=C1)C1=CC=C(C=C1)N1CCN(CC1)CC1=C(C=CC=C1)C1C(NC(CC1)=O)=O 3-(2-((4-(4-((3R,4S)-7-hydroxy-3-phenylchroman-4-yl)phenyl)piperazin-1-yl)methyl)phenyl)piperidine-2,6-dione